C1=CC=C(C=C1)C(=O)NC(C(=O)O)O hydroxyhippuric acid